1-bromo-3-(1-((methoxymethoxy)methyl)cyclopropyl)benzene BrC1=CC(=CC=C1)C1(CC1)COCOC